BrC1=C2C[C@](N(C2=CC(=C1Cl)F)C(=O)OC(C)(C)C)(C1=CC=CC=C1)CO tert-butyl (S)-4-bromo-5-chloro-6-fluoro-2-(hydroxymethyl)-2-phenylindoline-1-carboxylate